4-(4-methylpiperazin-1-yl)butan-1-amine CN1CCN(CC1)CCCCN